CC1=C(C=CC=C1NC=1N=CC=C2C=C(C=NC12)CN1C[C@@H](CC1)O)C1=C(C(=CC=C1)C=1OC2=NC=C(C=C2N1)CN1CCCC1)C (R)-1-((8-((2,2'-dimethyl-3'-(6-(pyrrolidin-1-ylmethyl)oxazolo[5,4-b]pyridin-2-yl)-[1,1'-biphenyl]-3-yl)amino)-1,7-naphthyridin-3-yl)methyl)pyrrolidin-3-ol